ClC=1C2=C(N=CN1)C=CC(=N2)N([C@@H]2CN(CC2)C(=O)OC(C)(C)C)C tert-butyl (3S)-3-[(4-chloropyrido[3,2-d]pyrimidin-6-yl)-methyl-amino]pyrrolidine-1-carboxylate